methyl 4-(benzyloxy)-2-(difluoromethyl)benzoate C(C1=CC=CC=C1)OC1=CC(=C(C(=O)OC)C=C1)C(F)F